alpha-amino-laurolactam NC1C(=O)NCCCCCCCCCC1